4-hydroxy-2-methyl-5-nitropyridine OC1=CC(=NC=C1[N+](=O)[O-])C